N1N=NN=C1C1=CC(=CC(=C1)C1=NN=NN1)C1=NN=NN1 1,3,5-tri(1H-tetrazol-5-yl)benzene